alanine-2-(2-methyl-1-oxopropyl) hydrazide CC(C(=O)NNC([C@@H](N)C)=O)C